5-(2-fluoro-5-(5-bromo-1H-benzo[d]imidazole-2-carboxamido)phenyl)-2,5-dimethyl-1,1-dioxo-1,2,4-thiadiazin FC1=C(C=C(C=C1)NC(=O)C1=NC2=C(N1)C=CC(=C2)Br)C2(N=CN(S(C2)(=O)=O)C)C